N=C(C1=CSC(=C1)CNC(=O)[C@H]1N(C[C@@H](C1)OC1=CC=CC=C1)C(CNC(CCCOC1=CC=CC=C1)=O)=O)NC(OCC1=CC=CC=C1)=O benzyl (imino(5-(((2S,4R)-4-phenoxy-1-((4-phenoxybutanoyl)glycyl)pyrrolidine-2-carboxamido)methyl)thiophen-3-yl)methyl)carbamate